mercury zinc mercury telluride sulfide [Hg](=[Te])=S.[Zn].[Hg]